O=C1C(N=C2C(=CC=CC2=C1)O)C(F)(F)F oxo-2-trifluoromethyl-8-hydroxyquinoline